ClC1=CC(=C(C(=C1)C(C)C)NC(=O)NS(=O)(=O)C=1C=C2C(=NC1)ON=C2CC)C(C)C N-((4-chloro-2,6-diisopropylphenyl)carbamoyl)-3-ethylisoxazolo[5,4-b]pyridine-5-sulfonamide